[2-[2-cyclopropyl-6-(oxacyclohexen-4-ylmethoxy)pyridine-4-carbonyl]-3,4-dihydro-1H-isoquinolin-6-yl]-(1,4,6,7-tetrahydrotriazolo[4,5-c]pyridin-5-yl)methanone C1(CC1)C1=NC(=CC(=C1)C(=O)N1CC2=CC=C(C=C2CC1)C(=O)N1CC2=C(CC1)NN=N2)OCC2OC=CCC2